CC(C=O)=CC=CC=C(C=O)C 2,7-dimethylocta-2,4,6-trienedial